2-(3,4-diethoxy-5-methyl-sulfanylphenyl)ethanamine C(C)OC=1C(=C(C=C(C1OCC)C)CCN)S